(S)-tert-butyl 6-(((benzyloxy)carbonyl)amino)-7-(((S)-1-((5-(3-((tert-butoxycarbonyl) amino)propoxy)-2-methylbenzyl)amino)-1-oxo-4-phenylbutan-2-yl)amino)-7-oxoheptanoate C(C1=CC=CC=C1)OC(=O)N[C@@H](CCCCC(=O)OC(C)(C)C)C(=O)N[C@H](C(=O)NCC1=C(C=CC(=C1)OCCCNC(=O)OC(C)(C)C)C)CCC1=CC=CC=C1